OC1=C(C=CC=C1)C(C)C1=C(C=CC=C1)O 1,1-bis(2-hydroxyphenyl)ethane